3-((5,6-dichlorobenzo[d]thiazol-2-yl)amino)-N-hydroxybenzamide ClC=1C(=CC2=C(N=C(S2)NC=2C=C(C(=O)NO)C=CC2)C1)Cl